O=CC1=CC(=CC=C1)O oxo-m-cresol